BrC=1C2(C3=CC=C(C(=C3C1)Cl)Cl)CCC1(CC2)OCCO1 2''-bromo-4'',5''-dichlorodispiro[[1,3]dioxolane-2,1'-cyclohexane-4',1''-indene]